BrC=1C=NN(C1)CC1=C(C=C(C=C1)C1=NOC(=N1)C(F)(F)F)Cl 3-[4-[(4-bromopyrazol-1-yl)methyl]-3-chloro-phenyl]-5-(trifluoromethyl)-1,2,4-oxadiazole